S1C(=NC2=C1C=CC=C2)NC(=O)C=2C=CC=C1CCN(CC21)C2=CC=C(C(=N2)C(=O)OC(C)(C)C)C=2C(=C(OCCOC1CCN(CC1)CC(=O)O)C=CC2)C 2-(4-(2-(3-(6-(8-(benzo[d]thiazol-2-ylcarbamoyl)-3,4-dihydroisoquinolin-2(1H)-yl)-2-(tert-butoxycarbonyl)pyridin-3-yl)-2-methylphenoxy)ethoxy)piperidin-1-yl)acetic acid